C(C)[C@@](C(=O)O)(CC1CCC1)OC1=C(C=C(C=C1)Br)C1=NOCC1OCCCC.BrCC(=O)NCC(=O)O (2-bromoacetyl)glycine (2S)-ethyl-2-[4-bromo-2-(4-butoxy-4,5-dihydroisoxazol-3-yl)phenoxy]-3-cyclobutylpropanoate